FC(C(=O)N(CCCCN1CCCC1)C(CCCCCCCCC(=O)OCC(CCCCCC)CCCC)CCCCCCCCC(=O)OCC(CCCCCC)CCCC)CCCCCCC BIS(2-BUTYLOCTYL) 10-(2-FLUORO-N-(4-(PYRROLIDIN-1-YL)BUTYL)NONANAMIDO)NONADECANEDIOATE